1-[1-(tert-butoxycarbonyl)piperidin-4-yl]pyrrolo[2,3-b]pyridine-5-carboxylic acid C(C)(C)(C)OC(=O)N1CCC(CC1)N1C=CC=2C1=NC=C(C2)C(=O)O